1-(2,5-dimethoxy-4-pentylphenyl)butan-2-amine COC1=C(C=C(C(=C1)CCCCC)OC)CC(CC)N